OC=1C=C(C=CC1)C1=CC(=CC=C1)CC(=O)O 2-(3'-hydroxy-[1,1'-biphenyl]-3-yl)acetic acid